BrC=1C=CC(NC1)(C1=C(C(=C(C=C1C(=O)O)O)O)O)C1=CC=NN1C 5-bromo-2-(1-methyl-1H-pyrazol-5-yl)pyridinegallic acid